C1(CCC1)NC(C1=NC=C(C=C1)N1[C@@H]2CC[C@@H]2N(CC1)CC=1C=NC=2C=C(C(NC2C1)=O)CC)=O cis-N-cyclobutyl-5-(5-((7-ethyl-6-oxo-5,6-dihydro-1,5-naphthyridin-3-yl)methyl)-2,5-diazabicyclo[4.2.0]octan-2-yl)picolinamide